CC1(CC1)OC=1C=C2C(=NNC2=CC1)C1=NC=NC(=C1)N1CCC(CC1)O[C@H]1CNCC1 5-(1-methylcyclopropoxy)-3-[6-[4-[(3R)-pyrrolidin-3-yl]oxy-1-piperidyl]pyrimidin-4-yl]-1H-indazole